ClC=1C=C(C=CC1Cl)C(CN(C)C)C1=C(C(=O)N)C=CC(=C1[N+](=O)[O-])OC(F)(F)F (1-(3,4-dichlorophenyl)-2-(dimethylamino)ethyl)-3-nitro-4-(trifluoromethoxy)benzamide